N1=C(C=C2N1CCCC2)C(=O)OC=2C=NC=C(C2)Br 5-bromopyridin-3-yl 4,5,6,7-tetrahydropyrazolo[1,5-a]pyridine-2-carboxylate